1-(2-chloro-4-fluoro-phenyl)-N-methyl-methanamine ClC1=C(C=CC(=C1)F)CNC